3-(4-amino-3-fluorophenylethyl)-2-(1-(4-bromophenyl)-3-(4-fluorophenyl)-1H-pyrazol-4-yl)-5-methyloxazolidin-4-one NC1=C(C=C(C=C1)CCN1C(OC(C1=O)C)C=1C(=NN(C1)C1=CC=C(C=C1)Br)C1=CC=C(C=C1)F)F